FC1=CC(=C(C=C1)NC1=C(C(=O)O)C=CC(=C1)S(=O)(=O)C)C 2-((4-fluoro-2-methylphenyl)amino)-4-(methylsulfonyl)-benzoic acid